C(CC(=O)C)(=O)[O-].C(CCCCCCCCCCCCCCC(C)C)[Al+] isostearylaluminum monoacetoacetate